6-chloro-7-(3-hydroxynaphthalen-1-yl)-1-(2-isopropyl-6-methylphenyl)-4-(piperidin-4-yl)-1,4-dihydroquinoxaline-2,3-dione ClC=1C=C2N(C(C(N(C2=CC1C1=CC(=CC2=CC=CC=C12)O)C1=C(C=CC=C1C)C(C)C)=O)=O)C1CCNCC1